O1C(=NC2=C1C=CC=C2)OC2=CC=C(C=C2)CCC(C)(O)C2=CC=CC=C2 4-[4-(1,3-benzoxazol-2-yloxy)phenyl]-2-phenylbutan-2-ol